2-methylpropan-2-enoic acid ethyl ester C(C)OC(C(=C)C)=O